C(C)N1C2=C([C@@H]([C@@H](C1=O)NC(C1=CC(=C(C=C1)F)C)=O)C1=CC=C(C=C1)F)C(=NN2C2=CC=CC=C2)C N-[(4S,5S)-7-ethyl-4-(4-fluorophenyl)-3-methyl-6-oxo-1-phenyl-1H,4H,5H,6H,7H-pyrazolo[3,4-b]pyridin-5-yl]-4-fluoro-3-methylbenzamide